(3R,11S)-3,11-dimethyl-10,13-dioxa-19-hydroxy-6-fluoro-2,16,17-triazatetracyclo[13.5.2.04,9.018,22]Docosane-1(20),4,6,8,15,18,21-heptaen-14-one C[C@H]1NC2=CC(=C3NN=C(C(OC[C@@H](OC4=CC=C(C=C14)F)C)=O)C3=C2)O